trimethyl-[3-(2-methyl-prop-2-enamido)propyl]ammonium chloride [Cl-].C[N+](CCCNC(C(=C)C)=O)(C)C